C1CC12CC(NC(C2)=O)=O 6-azaspiro[2.5]octane-5,7-dione